P(=O)(OCCCCCCCCC=CCCCCCCCC)(OCCCCCCCCC=CCCCCCCCC)[O-] di(9-octadecenyl) phosphate